1-phenyl-3-(p-tolyl)-2-propen-1-one C1(=CC=CC=C1)C(C=CC1=CC=C(C=C1)C)=O